3-amino-2-methoxy-3-(phenoxymethyl)-5-phenylisoindolin-1-one NC1(N(C(C2=CC=C(C=C12)C1=CC=CC=C1)=O)OC)COC1=CC=CC=C1